3-ETHYL-2,3-DIHYDRO-1H-INDEN C(C)C1CCC2=CC=CC=C12